2,3-dihydro-4-furoate O1CCC(=C1)C(=O)[O-]